butoxycarbonyl (carbamoyl)-3-vinyl-7,8-dihydro-4H-pyrazolo[1,5-a][1,4]diazepine-5(6H)-carboxylate C(N)(=O)C1=NN2C(CN(CCC2)C(=O)OC(=O)OCCCC)=C1C=C